(carboxymethyl)-N-tetradecylglycine C(=O)(O)CN(CC(=O)O)CCCCCCCCCCCCCC